[Si](C)(C)(C(C)(C)C)OC/C=C/C#CC1(CN(C1)C(=O)OC(C)(C)C)OC tert-Butyl (E)-3-(5-((tert-butyldimethylsilyl)oxy)pent-3-en-1-yn-1-yl)-3-methoxyazetidine-1-carboxylate